CN1CCC2(CCN(CC2)C2=CC=C(N)C=C2)CC1 4-(9-methyl-3,9-diazaspiro[5.5]undec-3-yl)aniline